OC(COC=1C=C(C=2N(C1)N=CC2C#N)C=2C=NC(=CC2)N2CC1N(C(C2)C1)CC=1SC=C(N1)C(C)C)(C)C 6-(2-Hydroxy-2-methylpropyloxy)-4-(6-(6-((4-isopropylthiazol-2-yl)methyl)-3,6-diazabicyclo[3.1.1]hept-3-yl)pyridin-3-yl)pyrazolo[1,5-a]pyridine-3-carbonitrile